ClC1=CC=2C(N(S(=NC2C(=C1)C(F)(F)F)(=O)C)CC1=CC(=C(C=C1)OC)OC)=O 8-chloro-4-[(3,4-dimethoxyphenyl)methyl]-3-methyl-3-oxo-10-(trifluoromethyl)-3λ6-thia-2,4-diazabicyclo[4.4.0]deca-1(6),2,7,9-tetraen-5-one